(E)-1-(3-(((4-((2-(aminomethyl)-3-fluoroallyl)oxy)phenyl)sulfonyl)methyl)azetidin-1-yl)-2-methylpropan-1-one NC/C(/COC1=CC=C(C=C1)S(=O)(=O)CC1CN(C1)C(C(C)C)=O)=C\F